4-cyclopropyl-3-oxopiperazine-1-carboxylic acid benzyl ester C(C1=CC=CC=C1)OC(=O)N1CC(N(CC1)C1CC1)=O